{5-[(1,3-benzothiazol-2-yl)amino]-1H-indol-1-yl}-1,3-thiazole-4-carboxylic acid methyl ester COC(=O)C=1N=C(SC1)N1C=CC2=CC(=CC=C12)NC=1SC2=C(N1)C=CC=C2